5-ethoxy-N-(5-methylthiophene-2-yl)pyridineamide C(C)OC=1C=CC(=NC1)C(=O)NC=1SC(=CC1)C